4-phenyl-5-tertiaryButyl-1,2,4-Triazole C1(=CC=CC=C1)N1C=NN=C1C(C)(C)C